tert-butyl 4-[3-(3,3-dimethyl-2-oxo-1H-pyrrolo[2,3-b]pyridin-4-yl)phenyl]piperidine-1-carboxylate CC1(C(NC2=NC=CC(=C21)C=2C=C(C=CC2)C2CCN(CC2)C(=O)OC(C)(C)C)=O)C